N1C=CC=2C1=NC=C(C2)OC2=C(C(=O)NS(=O)(=O)C1=CC(=C(C=C1)NCCN1CCOCC1)[N+](=O)[O-])C=CC(=C2)N2CCN(CC2)[C@H]2CCCCC1=C2C=CC=C1Cl (S)-2-((1H-pyrrolo[2,3-b]pyridin-5-yl)oxy)-4-(4-(1-chloro-6,7,8,9-tetrahydro-5H-benzo[7]annulen-5-yl)piperazin-1-yl)-N-((4-((2-morpholinoethyl)amino)-3-nitrophenyl)sulfonyl)benzamide